BrC=1C(=C(C=CC1)C1=C(C(=CC=C1)COC=1C(=CC(=C(OCC=2C=NC=C(C#N)C2)C1)C=O)Cl)C)C 5-((5-((3'-bromo-2,2'-dimethyl-[1,1'-biphenyl]-3-yl)methoxy)-4-chloro-2-formylphenoxy)methyl)nicotinonitrile